tris(N,N-bis(trimethylsilyl)amide) gadolinium (III) [Gd+3].C[Si]([N-][Si](C)(C)C)(C)C.C[Si]([N-][Si](C)(C)C)(C)C.C[Si]([N-][Si](C)(C)C)(C)C